(Z)-5,5-difluoro-N'-hydroxy-4,4-dimethyl-3-oxohexanimidamide FC(C(C(C/C(/N)=N/O)=O)(C)C)(C)F